[Si](C)(C)(C(C)(C)C)N=S(=O)(N)C1=CC(=CC=C1)S(=O)(=O)C N'-(tert-butyldimethylsilyl)-3-(methylsulfonyl)benzenesulfonimidamide